(2E)-3-(3-Chloro-4-fluorophenyl)-1-(2-hydroxyphenyl)prop-2-en-1-one ClC=1C=C(C=CC1F)/C=C/C(=O)C1=C(C=CC=C1)O